(2-((((9H-fluoren-9-yl)methoxy)carbonyl)amino)ethyl)glycine C1=CC=CC=2C3=CC=CC=C3C(C12)COC(=O)NCCNCC(=O)O